3-amino-2-methoxy-benzoic acid methyl ester COC(C1=C(C(=CC=C1)N)OC)=O